CC1=C(C=CC=C1O)C1=C(C(=CC=C1)O)C 2,2'-dimethylbiphenyl-3,3'-diol